(±)-Cis-isopropyl 1-fluoro-3-((2-methyl-6-(1-methyl-5-(((tetrahydro-2H-pyran-2-yl)oxy) methyl)-1H-1,2,3-triazol-4-yl)pyridin-3-yl)oxy)cyclohexanecarboxylate F[C@]1(C[C@H](CCC1)OC=1C(=NC(=CC1)C=1N=NN(C1CO[C@H]1OCCCC1)C)C)C(=O)OC(C)C |&1:21|